4-((2s,4r)-4-((5-cyclopropyl-3-(2,6-dichlorophenyl)isoxazol-4-yl)methoxy)-2-methylpiperidin-1-yl)benzonitrile C1(CC1)C1=C(C(=NO1)C1=C(C=CC=C1Cl)Cl)CO[C@H]1C[C@@H](N(CC1)C1=CC=C(C#N)C=C1)C